4-amino-1-[(3R)-1-[(E)-4-[8-aminooctyl(methyl)amino]but-2-enoyl]-3-piperidyl]-N-[4-[2-(dimethylamino)-2-oxo-ethyl]-2,3-dimethyl-phenyl]pyrazolo[3,4-d]pyrimidine-3-carboxamide NC1=C2C(=NC=N1)N(N=C2C(=O)NC2=C(C(=C(C=C2)CC(=O)N(C)C)C)C)[C@H]2CN(CCC2)C(\C=C\CN(C)CCCCCCCCN)=O